[2H]CNC(=O)C1=CC=C(C=C1)NC(OC(C)(C)C)=O t-butyl (4-(deuteromethylaminoformyl)phenyl)carbamate